FC1(C(CN(CC1)C(C(=O)NC1=NC=C(C=C1)F)C)C1=CNC(C(=C1)CS(=O)(=O)C)=O)F 2-(4,4-difluoro-3-(5-((methylsulfonyl)methyl)-6-oxo-1,6-dihydropyridin-3-yl)piperidin-1-yl)-N-(5-fluoropyridin-2-yl)propanamide